(S)-2-azido-2-cyclohexylacetic acid N(=[N+]=[N-])[C@H](C(=O)O)C1CCCCC1